1-(2-(1H-pyrazol-1-yl)ethyl)-4-(2,3-dichloro-6-((2-(trimethylsilyl)ethoxy)methoxy)phenyl)pyrrolidin-2-one N1(N=CC=C1)CCN1C(CC(C1)C1=C(C(=CC=C1OCOCC[Si](C)(C)C)Cl)Cl)=O